NC1=NC=2C=CC(=CC2C2=C1[C@H](OC2)C)C(=O)N(CC)CC=2N=NC(=CC2)OC(F)F (3R)-4-amino-N-((6-(difluoromethoxy)-3-pyridazinyl)methyl)-N-ethyl-3-methyl-1,3-dihydrofuro[3,4-c]quinoline-8-carboxamide